O1CCN(CC1)C=C1N=NC(N=N1)=CN1CCOCC1 3,6-Dimorpholinomethylene-1,2,4,5-tetrazine